3-[4-(2,2,2-trifluoro-1,1-dimethyl-ethoxy)phenyl]azetidine (trifluoroacetate) FC(C(=O)O)(F)F.FC(C(OC1=CC=C(C=C1)C1CNC1)(C)C)(F)F